1-(5Z,8Z,11Z,14Z,17Z-eicosapentaenoyl)-2-(9Z-heptadecenoyl)-glycero-3-phosphoserine CCCCCCC/C=C\CCCCCCCC(=O)O[C@H](COC(=O)CCC/C=C\C/C=C\C/C=C\C/C=C\C/C=C\CC)COP(=O)(O)OC[C@@H](C(=O)O)N